[N+](=[N-])=C1C(C=2C=CC=C(C2C=C1)S(=O)(=O)O)=O 6-diazo-5-oxo-5,6-dihydronaphthalene-1-sulfonic acid